allylgallic acid C(C=C)C1=C(C(=O)O)C=C(C(=C1O)O)O